trifluoroacetone pyridine salt N1=CC=CC=C1.FC(C(C)=O)(F)F